C(C)(C)C1=C(NC2=CC=C(C=C12)C1CCNCC1)C1=CC=2N(C(=C1)C)N=C(C2)C 5-(3-isopropyl-5-(piperidin-4-yl)-1H-indol-2-yl)-2,7-dimethylpyrazolo[1,5-a]pyridine